O1COC2=C1C=CC(=C2)CNC(=O)C2=C(C(=O)O)C=CC=C2Cl 2-((benzo[d][1,3]dioxol-5-ylmethyl)carbamoyl)-3-chlorobenzoic acid